CC1=NOC(=C1C=1C=NN2C1C=C(C=C2)C=2SC(=C(N2)OC)C(=O)OCC)C ethyl 2-[3-(3,5-dimethylisoxazol-4-yl)pyrazolo[1,5-a]pyridin-5-yl]-4-methoxy-thiazole-5-carboxylate